The molecule is a triterpene glycoside that consists of cimigenol attached to a beta-D-glucopyranosyl-(1->2)-beta-D-xylopyranosyl moiety at position 3 via a beta-glycosidic linkage (the 23R,24S stereoisomer). It is isolated from the aerial parts of Cimicifuga foetida and exhibits significant immunosuppressive effect. It has a role as an immunosuppressive agent and a plant metabolite. It is a bridged compound, a diol, a disaccharide derivative, an oxacycle, a secondary alcohol, a tertiary alcohol and a triterpenoid saponin. It derives from a cimigenol. It derives from a hydride of a cycloartane. C[C@@H]1C[C@@H]2[C@H](O[C@]3([C@H]1[C@]4(CC[C@@]56C[C@@]57CC[C@@H](C([C@@H]7CC[C@H]6[C@@]4([C@H]3O)C)(C)C)O[C@H]8[C@@H]([C@H]([C@@H](CO8)O)O)O[C@H]9[C@@H]([C@H]([C@@H]([C@H](O9)CO)O)O)O)C)O2)C(C)(C)O